5,6-dihydropyrrolo[2,3-c]pyridazin N1=NC=CC2=C1NCC2